2,5-dinitrop-cymene [N+](=O)([O-])C1=C(C=C(C(=C1)C)[N+](=O)[O-])C(C)C